FC1=C(C(=CC(=C1[N+](=O)[O-])O)F)C1=C(C(=C(C(=C1F)F)F)F)F 2,2',3',4',5',6,6'-heptafluoro-3-nitro-[1,1'-biphenyl]-4-ol